CC1=C(N=C(N1)C1=NC=CC(=C1)C=1C=NC=C(C1)N1CCOCC1)CN1CCOCC1 2'-[5-Methyl-4-(morpholin-4-ylmethyl)-1H-imidazol-2-yl]-5-morpholin-4-yl-3,4'-bipyridin